4-chloro-1-fluoro-2-nitro-benzene ClC1=CC(=C(C=C1)F)[N+](=O)[O-]